NC1=NC(=NC=C1)C=1C(=NN(C1O[C@H](CCNC1=C(C=NC(=C1)Cl)C1=NC=C(C=C1F)CN1CCOCC1)C)C)C (S)-N-(3-((4-(4-aminopyrimidin-2-yl)-1,3-dimethyl-1H-pyrazol-5-yl)oxy)butyl)-6'-chloro-3-fluoro-5-(morpholinomethyl)-[2,3'-bipyridin]-4'-amine